FC=1C=2N(C=C(C1)C1=CNC=3N=C(N=CC31)NC3=CC(=NC=C3)N3CCN(CC3)C)C=CN2 5-(8-fluoroimidazo[1,2-a]pyridin-6-yl)-N-(2-(4-methylpiperazin-1-yl)pyridin-4-yl)-7H-pyrrolo[2,3-d]pyrimidin-2-amine